tert-butyl 4-[2-(4-amino-7-{1-[(Z)-N'-hydroxycarbamimidoyl]ethyl}-5-(4-phenoxyphenyl)-7H-pyrrolo[2,3-d]pyrimidin-6-yl)ethynyl]piperidine-1-carboxylate NC=1C2=C(N=CN1)N(C(=C2C2=CC=C(C=C2)OC2=CC=CC=C2)C#CC2CCN(CC2)C(=O)OC(C)(C)C)C(C)/C(/N)=N/O